ClC=1C=C(C=CC1)CNC1=C2N=CN(C2=NC(=N1)C#CC1=CC(=C(C=C1)F)F)[C@H]1[C@@H]([C@@H]([C@@]2(C[C@H]12)C(=O)NC)O)O (1S,2R,3S,4R,5S)-4-(6-{[(3-chlorophenyl)methyl]amino}-2-[2-(3,4-difluorophenyl)ethynyl]-9H-purin-9-yl)-2,3-dihydroxy-N-methylbicyclo[3.1.0]hexane-1-carboxamide